NC1=C2N=CN(C2=NC(=N1)Cl)[C@H]1[C@@H]([C@@]([C@H](O1)CO[C@@H](C(=O)O)C=1N=C(SC1)C1=CC=CC=C1)(O)C#C)O (R)-2-(((2R,3s,4R,5R)-5-(6-amino-2-chloro-9H-purin-9-yl)-3-ethynyl-3,4-dihydroxytetrahydrofuran-2-yl)methoxy)-2-(2-phenylthiazol-4-yl)acetic acid